2-((1H-pyrrolo[2,3-b]pyridin-5-yl)oxy)-N-((4-((3-aminopropyl)amino)-3-((trifluoromethyl)sulfonyl)phenyl)sulfonyl)-4-(4-((4'-chloro-[1,1'-biphenyl]-2-yl)methyl)piperazin-1-yl)benzamide N1C=CC=2C1=NC=C(C2)OC2=C(C(=O)NS(=O)(=O)C1=CC(=C(C=C1)NCCCN)S(=O)(=O)C(F)(F)F)C=CC(=C2)N2CCN(CC2)CC2=C(C=CC=C2)C2=CC=C(C=C2)Cl